(E)-chloro-4-(hydroxymethyl)phenol ClC1=C(C=CC(=C1)CO)O